(phenylthio)pentanoic acid C1(=CC=CC=C1)SC(C(=O)O)CCC